ClC1=CC2=C(C3=CC=CC=C3C(=C2C=C1)OC1=CC=CC=C1)OC1=CC=CC=C1 2-chloro-9,10-diphenoxy-anthracene